tantalum pentabutoxide [O-]CCCC.[O-]CCCC.[O-]CCCC.[O-]CCCC.[O-]CCCC.[Ta+5]